3-(N,N-diethyl)amino-2-(R,S)-fluoropropionate hydrochloride Cl.C(C)N(CC)C[C@H](C(=O)O)F |r|